C(\C=C\C1=CC=C(C=C1)O)(=O)[O-] p-coumarate